C1(=CC(=CC=C1)CNC(C#N)C1=CC=CC=C1)CNC(C#N)C1=CC=CC=C1 2,2'-(1,3-phenylenebis(methylene))bis(azanediyl)bis(2-phenylacetonitrile)